ClC=1C=CC(=C(C1)C=CCC1=CC=CC=C1)O 3-(5-chloro-2-hydroxyphenyl)-1-phenyl-2-propene